C1=2C=C(C=CC2CC1)[C@H]([C@@H]1[C@H]([C@H]([C@@H](C1)N1C=CC2=C1N=CN=C2NC(=O)N2CCNCC2)O)O)O N-(7-((1R,2S,3R,4R)-4-((S)-bicyclo[4.2.0]octa-1(6),2,4-trien-3-yl(hydroxy)methyl)-2,3-dihydroxycyclopentyl)-7H-pyrrolo[2,3-d]pyrimidin-4-yl)piperazine-1-carboxamide